4'-ethynyl-guanosine C(#C)[C@]1([C@H]([C@H]([C@@H](O1)N1C=NC=2C(=O)NC(N)=NC12)O)O)CO